(S)-2-((R)-4,4-difluoro-3-(2-oxohexahydropyrimidin-5-yl)piperidin-1-yl)-N-(2,2-difluoro-[1,3]dioxolo[4',5':4,5]benzo[1,2-d]thiazol-6-yl)propanamide FC1([C@@H](CN(CC1)[C@H](C(=O)NC=1SC2=C(N1)C=C1C(=C2)OC(O1)(F)F)C)C1CNC(NC1)=O)F